C1(=CCC1)CC(C(=O)OC)(C)O 3-Cyclobut-1-enyl-hydroxy-2-methyl-propionic acid, methyl ester